C(C)C1(C(N2N(C1)CCC2C2=CC(=CC=C2)F)=O)C(=O)OC Methyl 6-ethyl-3-(3-fluorophenyl)-5-oxo-1,2,3,7-tetrahydropyrazolo[1,2-a]pyrazole-6-carboxylate